tris(ethylcyclopentadienyl)yttrium C(C)C1(C=CC=C1)[Y](C1(C=CC=C1)CC)C1(C=CC=C1)CC